(1H-indol-6-yl)-3-oxo-4-((1-phenylazetidin-3-yl)methyl)-3,4-dihydro-2H-benzo[b][1,4]thiazine-6-carboxamide N1C=CC2=CC=C(C=C12)C1C(N(C2=C(S1)C=CC(=C2)C(=O)N)CC2CN(C2)C2=CC=CC=C2)=O